[(2R)-2-amino-2-(1-fluorocyclopropyl)ethoxy](tert-butyl)diphenylsilane N[C@H](CO[Si](C1=CC=CC=C1)(C1=CC=CC=C1)C(C)(C)C)C1(CC1)F